1,3-difluoropyridine phosphate P(=O)(O)(O)O.FN1CC(=CC=C1)F